FC1=CC=C(C=C1)C=1C=C(N2C1C1=CC(=C(C=C1CC2)OC)C=2N=NN(N2)C)C(=O)N2[C@@]([C@H](CC2)O)(C#N)C |o1:31,32| rel-(2R,3S)-1-[1-(4-fluorophenyl)-8-methoxy-9-(2-methyltetrazol-5-yl)-5,6-dihydropyrrolo[2,1-a]isoquinoline-3-carbonyl]-3-hydroxy-2-methyl-pyrrolidine-2-carbonitrile